tert-butyl 2-(4-((4-(4-(2-(2-(4-(1-benzyl-4-oxo-1,4-dihydroquinoline-3-carboxamido)-2-(benzyloxy)-5-(tert-butyl)phenoxy)ethoxy)ethoxy)phenyl)piperidin-1-yl)sulfonyl)benzamido)acetate C(C1=CC=CC=C1)N1C=C(C(C2=CC=CC=C12)=O)C(=O)NC1=CC(=C(OCCOCCOC2=CC=C(C=C2)C2CCN(CC2)S(=O)(=O)C2=CC=C(C(=O)NCC(=O)OC(C)(C)C)C=C2)C=C1C(C)(C)C)OCC1=CC=CC=C1